ClC1=C(OC=2N=NC(=CC2C(=O)NC2=CC(=CC=C2)S(=O)(=N)C)C(F)(F)F)C=CC(=C1)OCF 3-(2-chloro-4-fluoromethoxyphenoxy)-N-(3-(S-methylsulfonimidoyl)phenyl)-6-(trifluoromethyl)pyridazine-4-carboxamide